N-(2,2-dimethyl-3-pyrrolidin-1-ylpropyl)-5,6,7,8,9,10-hexahydro-4H-cyclonona[b]thiophene-2-carboxamide CC(CNC(=O)C1=CC2=C(S1)CCCCCCC2)(CN2CCCC2)C